ClC1=CC(=C(C=C1)C(CC(C(=O)O)=C)O)C=1C=NN(C1)CC1CCCCC1 4-(4-chloro-2-(1-(cyclohexylmethyl)-1H-pyrazol-4-yl)phenyl)-4-hydroxy-2-methylenebutanoic acid